CN1[C@H](C(=CCC1)C1=CC=2C(=NC=CC2NC=2C=CC3=C(N=CS3)C2)S1)C (S)-N-(2-(1,2-dimethyl-1,2,5,6-tetrahydropyridin-3-yl)thieno[2,3-b]pyridin-4-yl)benzo[d]thiazol-5-amine